C(C=C)(=O)OCCC1(C(=O)O)C(C(=O)O)CCCC1 (2-acryloyloxyethyl)hexahydrophthalic acid